[Si](C1=CC=CC=C1)(C1=CC=CC=C1)(C(C)(C)C)OC[C@@H]1N(CC[C@@H]1N(CC1=CC=C(C=C1)OC)S(N(C)C)(=O)=O)C(=O)OC(C)(C)C tert-butyl (2R,3S)-2-[[(tert-butyldiphenylsilyl)oxy]methyl]-3-[(dimethylsulfamoyl)[(4-methoxyphenyl)methyl]amino]pyrrolidine-1-carboxylate